[(2R,3S,11bR)-9,10-dimethoxy-3-(2-methylpropyl)-1H,2H,3H,4H,6H,7H,11bH-pyrido[2,1-a]isoquinolin-2-yl]methyl (3R)-3-methylpiperazine-1-carboxylate C[C@@H]1CN(CCN1)C(=O)OC[C@@H]1C[C@H]2N(CCC3=CC(=C(C=C23)OC)OC)C[C@H]1CC(C)C